Furanyl glycidyl ether C(C1CO1)OC=1OC=CC1